C(CCCCC)=N.[Mn] manganese hexaanimine